tert-butyl (3R)-3-methyl-5-oxo-piperidine-1-carboxylate C[C@H]1CN(CC(C1)=O)C(=O)OC(C)(C)C